NC1(CCN(CC1)C1=NC(=C(C(=N1)C(=O)N)C1=CNC2=CC=CC=C12)C)C 2-(4-amino-4-methyl-piperidin-1-yl)-5-(1H-indol-3-yl)-6-methyl-pyrimidine-4-carboxylic acid amide